CN1[C@@H]2CN([C@H](C1)C2)[C@H]2CNCC2 (1S,4S)-2-Methyl-5-((R)-pyrrolidin-3-yl)-2,5-diazabicyclo[2.2.1]heptane